C(C)(C)(C)C1=NC2=CC=CC(=C2N=C1P(C1=CC=CC=C1)C1=CC=CC=C1)PC (R)-2-tert-butylmethylphosphino-3-diphenylphosphinoquinoxaline